2-((R)-3-((6-(2-Amino-4-(trifluoromethyl)phenyl)-5-methylpyridazin-3-yl)amino)piperidin-1-yl)propan-1-ol NC1=C(C=CC(=C1)C(F)(F)F)C1=C(C=C(N=N1)N[C@H]1CN(CCC1)C(CO)C)C